1-(3-(5-amino-3-(3-chloro-4-((4-cyclopropylpyridin-2-yl)oxy)phenyl)imidazo[1,5-c]pyrimidin-1-yl)pyrrolidin-1-yl)but-2-yn-1-one NC1=NC=CC=2N1C(=NC2C2CN(CC2)C(C#CC)=O)C2=CC(=C(C=C2)OC2=NC=CC(=C2)C2CC2)Cl